5-hydroxy-3,3'-hexamethylenebis(1,2,4-triazole) OC(CCCCC1=NNC=N1)CC1=NNC=N1